ClC1=NC=C(C(=C1)C1=C(C=NC(=C1)C)C(=O)NC=1SC=2N=C(N=CC2N1)N1C(CCCC1)=O)OC 2'-chloro-5'-methoxy-6-methyl-N-[5-(2-oxopiperidin-1-yl)-[1,3]thiazolo[5,4-d]pyrimidin-2-yl]-[4,4'-bipyridine]-3-carboxamide